N-(4-methyl-3-(2-(methylthio)-8,9-dihydroimidazo[1',2':1,6]pyrido[2,3-d]pyrimidin-6-yl)phenyl)-4-(trifluoromethyl)pyridineamide CC1=C(C=C(C=C1)NC(=O)C1=NC=CC(=C1)C(F)(F)F)C1=CC2=C(N=C(N=C2)SC)N2C1=NCC2